5-(7-chlorobenzofuran-2-yl)-2-(difluoromethoxy)-7-methylquinoxaline ClC1=CC=CC=2C=C(OC21)C2=C1N=CC(=NC1=CC(=C2)C)OC(F)F